2-ethyl-5-[4-methoxy-3-(trifluoromethyl)phenyl]-N-(3-methoxyphenyl)-1,1-dioxo-2H-1λ6,2,6-thiadiazine-3-carboxamide C(C)N1S(N=C(C=C1C(=O)NC1=CC(=CC=C1)OC)C1=CC(=C(C=C1)OC)C(F)(F)F)(=O)=O